2-((3-(benzyloxy)-6-methyl-4-oxo-1-propyl-1,4-dihydropyridin-2-yl)methyl)isoindole-1,3-dione C(C1=CC=CC=C1)OC1=C(N(C(=CC1=O)C)CCC)CN1C(C2=CC=CC=C2C1=O)=O